5-chloro-N-[(1R)-2-(3-methoxy-3-methyl-azetidin-1-yl)-1-[(4-methoxy-3-pyridyl)methyl]-2-oxo-ethyl]-1H-pyrrolo[2,3-b]pyridine-2-carboxamide ClC=1C=C2C(=NC1)NC(=C2)C(=O)N[C@@H](C(=O)N2CC(C2)(C)OC)CC=2C=NC=CC2OC